NC(CC(=O)O)C(NC(C(=O)OC)CCC)=O 3-Amino-3-[(1-methoxy-1-oxopentan-2-yl)carbamoyl]propanoic acid